CC=1N=C(C2=C(N1)OC=C2C(=O)N2CC=1N=CN=C(C1CC2)NC2(CC2)C)NC2(CC2)C methyl-N-(1-methylcyclopropyl)-5-{4-[(1-methylcyclopropyl)amino]-5H,6H,7H,8H-pyrido[3,4-d]pyrimidine-7-carbonyl}furo[2,3-d]pyrimidin-4-amine